1-methylpyrazolo[3,4-d]pyrimidine-4,6-diamine CN1N=CC=2C1=NC(=NC2N)N